FC(OC1=C(C(=O)NCC2=NN3C(=NC=4C=CC=CC4C3=C2)SCC(=O)N2CCN(CC2)CC(=O)O)C=CC=C1)(F)F 2-(4-(2-((2-((2-(trifluoromethoxy)benzamido)methyl)pyrazolo[1,5-c]quinazolin-5-yl)thio)acetyl)piperazin-1-yl)acetic acid